BrCC(=O)N(CCO)C1CCN(CC1)C(=O)OC(C)(C)C tert-butyl 4-(2-bromo-N-(2-hydroxyethyl)acetamido)piperidine-1-carboxylate